COC1=CC=C(C(=O)N(CCC2=NC=CC=C2)C2=CC=CC=C2)C=C1 4-Methoxy-N-phenyl-N-[2-(pyridin-2-yl)ethyl]benzamid